[NH2+]=C(O)N.N1C=[NH+]C=C1 imidazolium uronium salt